C(CCC)(C1=C(C(=CC(=C1)C(C)(C)C)C(C)(C)C)O)C1=C(C(=CC(=C1)C(C)(C)C)C(C)(C)C)O 2,2'-butylidenebis(4,6-di-t-butylphenol)